tert-Butyl (5-(4-amino-7-(1-methyl-1H-pyrazol-3-yl)pyrrolo[2,1-F][1,2,4]triazin-5-yl)-3-methoxypyridin-2-yl)carbamate NC1=NC=NN2C1=C(C=C2C2=NN(C=C2)C)C=2C=C(C(=NC2)NC(OC(C)(C)C)=O)OC